(Z)-3-methyl-2-hepten-1-ol C/C(=C/CO)/CCCC